C(C1=CC=CC=C1)N1C2=NC=NC(=C2N=C1C1=C(C=C(OCCN2C(CNCC2)=O)C=C1)Cl)OC1(CC1)C 1-(2-(4-(9-benzyl-6-(1-methylcyclopropoxy)-9H-purin-8-yl)-3-chlorophenoxy)ethyl)piperazin-2-one